2-(4-bromo-2-(6-azaspiro[2.5]oct-6-yl)phenyl)-4-(4,4-difluoropiperidine-1-yl)-6-methyl-3H-imidazo[4,5-c]pyridine BrC1=CC(=C(C=C1)C1=NC2=C(C(=NC(=C2)C)N2CCC(CC2)(F)F)N1)N1CCC2(CC2)CC1